NC=1C(=NN(C1)C(C)(C)C)[C@@H]1C[C@@H](CC1)O (1R,3S)-3-(4-amino-1-tert-butyl-pyrazol-3-yl)cyclopentanol